Ethyl 2-[6-[4-[2-[tert-butyl(dimethyl)silyl]oxyethyl]-2-oxo-4-(phenylmethoxycarbonylamino)pyrrolidin-1-yl]-2-nitropyridin-3-yl]oxyacetate [Si](C)(C)(C(C)(C)C)OCCC1(CC(N(C1)C1=CC=C(C(=N1)[N+](=O)[O-])OCC(=O)OCC)=O)NC(=O)OCC1=CC=CC=C1